C(=CCCCCCCCCCCCCCCCC)N1C(=C(C(C=C1)=O)OCC1=CC=CC=C1)C N-octadecenyl-2-methyl-3-benzyloxypyridin-4-one